[Si](C1=CC=CC=C1)(C1=CC=CC=C1)(C(C)(C)C)OC[C@@H]1CO[C@@H](CN1C(=O)OC(C)(C)C)C(NC(C)(C)C1=NC=C(C2=CC=C(C=C12)C)F)=O tert-butyl (2S,5S)-5-(((tert-butyldiphenylsilyl)oxy)methyl)-2-((2-(4-fluoro-7-methylisoquinolin-1-yl)propan-2-yl)carbamoyl)morpholine-4-carboxylate